FC(N1C(=NC2=C1C=CC=C2)N2CCC(CC2)OC=2C=C1C(=NC2)N(N=C1C)C1=CC(=CC=C1)C(F)(F)F)F 5-((1-(1-(difluoromethyl)-1H-benzo[d]imidazol-2-yl)piperidin-4-yl)oxy)-3-methyl-1-(3-(trifluoromethyl)phenyl)-1H-pyrazolo[3,4-b]pyridine